methyl (2S)-2-(tert-butoxycarbonylamino)-3-(5-oxo-4-azaspiro[2.4]heptan-6-yl)propanoate C(C)(C)(C)OC(=O)N[C@H](C(=O)OC)CC1C(NC2(CC2)C1)=O